ClC=1C=NN2C1N=C(C(=C2)Cl)CC 3,6-dichloro-5-ethylpyrazolo[1,5-a]pyrimidine